O[C@@H]1C=C(C[C@H]([C@@H]1O)O)C(=O)O (3R,4S,5R)-3,4,5-trihydroxy-1-cyclohexene-1-carboxylic acid